1-(2,4-dimethyl-5,7-dihydro-6H-pyrrolo[3,4-b]Pyridin-6-yl)ethanone (2R,3S)-methyl-4-bromo-5-chloro-6-fluoro-3-(methoxymethyloxy)-2-phenyl-2,3-dihydrobenzofuran-2-carboxylate COC(=O)[C@@]1(OC2=C([C@@H]1OCOC)C(=C(C(=C2)F)Cl)Br)C2=CC=CC=C2.CC2=CC(=C1C(=N2)CN(C1)C(C)=O)C